O=C1NC(CCC1C1NCC2=CC=CC=C12)=O (2,6-Dioxopiperidin-3-yl)-isoindoline